(4-chlorophenyl)-3,5-bis(difluoromethyl)-1,7-diphenyl-hexahydro-4,8-epoxypyrazolo[4,3-f]indazol-8-ol ClC1=CC=C(C=C1)N1N(C2C3(C4C(C(C2C1C(F)F)O3)C(NN4C4=CC=CC=C4)C(F)F)O)C4=CC=CC=C4